C(C)(C)(C)C1=CC=C(C=C1)C=1[CH-]C=CC1.[CH-]1C=CC=C1.[Fe+2] 2-[4-t-butylphenyl]ferrocene